3-(tert-butyl)-N-((R)-1-(2-chloro-4-(6-((5-((S)-2-methylpiperazin-1-yl)pyridin-2-yl)amino)pyrimidin-4-yl)phenyl)ethyl)-1,2,4-oxadiazole-5-carboxamide C(C)(C)(C)C1=NOC(=N1)C(=O)N[C@H](C)C1=C(C=C(C=C1)C1=NC=NC(=C1)NC1=NC=C(C=C1)N1[C@H](CNCC1)C)Cl